ethylethoxydiisopropylsilane C(C)[Si](C(C)C)(C(C)C)OCC